8-[(1R)-1-[[2-(2-Fluorophenyl)-3-pyridyl]amino]ethyl]-6-methyl-2-(3-pyridyl)chromen-4-one FC1=C(C=CC=C1)C1=NC=CC=C1N[C@H](C)C=1C=C(C=C2C(C=C(OC12)C=1C=NC=CC1)=O)C